(S)-3-(methyl-(quinolin-6-yl)amino)pyrrolidine-1-carboxylic acid tert-butyl ester C(C)(C)(C)OC(=O)N1C[C@H](CC1)N(C=1C=C2C=CC=NC2=CC1)C